(5-(aminomethyl)-7-(5-isopropoxythiazol-2-yl)-2,3-dihydrobenzofuran-4-yl)methanol NCC=1C=C(C2=C(CCO2)C1CO)C=1SC(=CN1)OC(C)C